2-Bromo-6-(2H3)methyl-4-(trifluoromethyl)pyridine BrC1=NC(=CC(=C1)C(F)(F)F)C([2H])([2H])[2H]